1-(2-((4-methoxyphenylethyl)amino)-7,8-dihydropyrido[4,3-d]pyrimidin-6(5H)-yl)pentan-1-one COC1=CC=C(C=C1)CCNC=1N=CC2=C(N1)CCN(C2)C(CCCC)=O